C12C(=CCCCCCCCCC1)O2 2-epoxycyclododecene